ClC=1C(=CC(=C(C1)C1=C(C=C2C(NC(NC2=C1SC[C@H](CO)OCCN(C)C)=O)=O)C(F)(F)F)F)F 7-(5-chloro-2,4-difluorophenyl)-8-(((S)-2-(2-(dimethylamino)ethoxy)-3-hydroxypropyl)thio)-6-(trifluoromethyl)quinazoline-2,4(1H,3H)-dione